5-nitro-3-(trifluoromethyl)-1H-indole [N+](=O)([O-])C=1C=C2C(=CNC2=CC1)C(F)(F)F